tert-butyl peroxyneoheptanoate C(CCC(C)(C)C)(=O)OOC(C)(C)C